(R)-N-(3-(2-bromo-1-hydroxyethyl)-2-fluorophenyl)isobutyramide BrC[C@H](O)C=1C(=C(C=CC1)NC(C(C)C)=O)F